CC1=NC(=NC=C1)SCC1=CC=C(C=C1)B(O)O (4-([(4-METHYLPYRIMIDIN-2-YL)SULFANYL]METHYL)PHENYL)BORANEDIOL